(E)-4-methyl-N'-(1-phenyl-4-penten-1-ylidene)benzenesulfonhydrazide tert.butylperoxy-2-ethylhexanoate C(C)(C)(C)OOC(C(=O)O)(CCCC)CC.CC1=CC=C(C=C1)S(=O)(=O)N/N=C(\CCC=C)/C1=CC=CC=C1